CN1C(=[N+](C=C1)C)C(=O)[O-] 1,3-dimethylimidazoliumcarboxylate